(S)-4-(5-(5-fluoro-2-methoxypyridin-4-yl)-1H-pyrazole-3-carbonyl)-N-((1r,4S)-4-hydroxy-4-(perfluoroethyl)cyclohexyl)-4-azaspiro[2.5]octane-7-carboxamide FC=1C(=CC(=NC1)OC)C1=CC(=NN1)C(=O)N1C2(CC2)C[C@H](CC1)C(=O)NC1CCC(CC1)(C(C(F)(F)F)(F)F)O